2-methyl-N-(2-(2-methyl-4-(trifluoromethyl)phenoxy)ethyl)-6-propionamidoisonicotinamide CC=1C=C(C(=O)NCCOC2=C(C=C(C=C2)C(F)(F)F)C)C=C(N1)NC(CC)=O